C(C)(C)(C)OC(=O)N(C(OC(C)(C)C)=O)C1=NC=CC2=CC(=CC=C12)CNC(=O)C=1SC(=C(C1)Cl)CCl tert-butyl (tert-butoxycarbonyl)(6-((4-chloro-5-(chloromethyl)thiophene-2-carboxamido)methyl) isoquinolin-1-yl)carbamate